N1[C@@H](CC1)COC=1C(=CC(=C(C(=O)NC2(CC2)C2=C3C=CC=NC3=CC(=C2)C=C)C1)C)F (S)-5-(Azetidin-2-ylmethoxy)-4-fluoro-2-methyl-N-(1-(7-vinylquinolin-5-yl)cyclopropyl)benzamide